3-(3-methyl-2-oxo-5-{6-[4-(piperidin-4-ylmethyl)-1,4-diazepan-1-yl]pyridin-3-yl}-1,3-benzodiazol-1-yl)piperidine-2,6-dione CN1C(N(C2=C1C=C(C=C2)C=2C=NC(=CC2)N2CCN(CCC2)CC2CCNCC2)C2C(NC(CC2)=O)=O)=O